7-fluoro-4,7-dihydro-3H-oxathiepine 2,2-dioxide FC1C=CCCS(O1)(=O)=O